NC([C@H](CCC(=O)[O-])N1C(C2=CC=C(C=C2C1C)C1=NC(=C(C(=C1)C)F)N)=O)=O (4S)-5-amino-4-(5-(6-amino-5-fluoro-4-methylpyridin-2-yl)-3-methyl-1-oxoisoindolin-2-yl)-5-oxopentanoate